4-((1-butyl-3-(4-(3-(4-(3-((2-(2,6-dioxopiperidin-3-yl)-1,3-dioxoisoindolin-4-yl)amino)propyl)-1H-1,2,3-triazol-1-yl)propoxy)phenyl)ureido)methyl)-N-hydroxybenzamide C(CCC)N(C(=O)NC1=CC=C(C=C1)OCCCN1N=NC(=C1)CCCNC1=C2C(N(C(C2=CC=C1)=O)C1C(NC(CC1)=O)=O)=O)CC1=CC=C(C(=O)NO)C=C1